1-[(4S)-7-(3,5-dimethylisoxazol-4-yl)-4-pyridin-2-yl-4,5-dihydroimidazo[1,5,4-de][1,4]benzoxazin-2-yl]-N,N-dimethylpiperidin-4-amine CC1=NOC(=C1C1=CC=C2C=3N([C@H](COC31)C3=NC=CC=C3)C(=N2)N2CCC(CC2)N(C)C)C